BrC=1C=C(C=CC1)C1=C(C=CC(=C1)C)S(=O)(=O)C1=C(C=C(C=C1)C)C1=CC(=CC=C1)Br 3-bromophenyl-4-methylphenyl sulfone